N-(2,6-diphenylpyrimidin-4-yl)isobutyramide C1(=CC=CC=C1)C1=NC(=CC(=N1)NC(C(C)C)=O)C1=CC=CC=C1